C(#C)C=1C(=CC=C2C=CC=C(C12)C1=NC=C2C(=CC(=NC2=C1F)C)N1[C@@H]2CCN[C@@H]2[C@@H]1C)F 7-(8-ethynyl-7-fluoronaphthalen-1-yl)-8-fluoro-2-methyl-4-((1R,5R,7S)-7-methyl-2,6-diazabicyclo[3.2.0]heptan-6-yl)-1,6-naphthyridine